CC1(CC=2C(=NC(=C(C2)C(=O)NC2=NC(=CC=C2)C=2C=NN(C2)C)OCCNC)O1)C 2,2-Dimethyl-N-(6-(1-methyl-1H-pyrazol-4-yl)pyridin-2-yl)-6-(2-(methylamino)ethoxy)-2,3-dihydrofuro[2,3-b]pyridine-5-carboxamide